FC(C1=C(C=CC(=N1)N1CCC(CC1)=O)C=1C=C(C=2N(C1)C=C(N2)C)C)F 1-[6-(difluoromethyl)-5-(2,8-dimethylimidazo[1,2-a]pyridin-6-yl)-2-pyridinyl]piperidin-4-one